2,2,4,6,7-pentamethyl-dihydrobenzofuran-5-sulfonyl-hydrazine CC1(OC=2C(C1)C(C(=C(C2C)C)S(=O)(=O)NN)C)C